CN(C1=CC=C(C=N1)C=1C(=NN(C1C)CC(=O)NC1=NC=C(C=C1)C=1C=NC=NC1)C)C 2-[4-[6-(dimethylamino)-3-pyridyl]-3,5-dimethyl-pyrazol-1-yl]-N-(5-pyrimidin-5-yl-2-pyridyl)acetamide